NC=1C(=NC=CN1)S(=O)(=O)NC(=O)C=1C(=NC(=CC1)C=1C=NN(C1)CC(C)C)OC1=C(C=C(C=C1C)C)C N-(3-Aminopyrazin-2-yl)sulfonyl-6-(1-isobutylpyrazol-4-yl)-2-(2,4,6-trimethylphenoxy)pyridin-3-carboxamid